[Br-].C(CCCCCCCCCCCCCCC)[N+](C)(C)C N-hexadecyl-N,N,N-trimethylammonium bromide